ClC1=CC(=C(CC=2OC3=C(N2)C=CC=C3C3CCN(CC3)CC3=NC=2C(=NC(=CC2)C(=O)O)N3C[C@H]3OCC3)C=C1)F (S)-2-((4-(2-(4-chloro-2-fluorobenzyl)benzo[d]oxazol-7-yl)piperidin-1-yl)methyl)-3-(oxetan-2-ylmethyl)-3H-imidazo[4,5-b]pyridine-5-carboxylic acid